(R)-2-(2,5-dioxopyrrolidin-1-yl)-3-methoxy-N-((R)-4-phenyl-1-((3aS,4S,6S,7aR)-3a,5,5-trimethylhexahydro-4,6-methanobenzo[d][1,3,2]dioxaborol-2-yl)butyl)propanamide O=C1N(C(CC1)=O)[C@@H](C(=O)N[C@@H](CCCC1=CC=CC=C1)B1O[C@@]2([C@H](O1)C[C@H]1C([C@@H]2C1)(C)C)C)COC